C(C1=CC=CC=C1)OC=1C=C(OC[C@@H](CNCCOCCOCCOCCNC(CCCC2=CC=CC=C2)=O)O)C=CC1OCC1=CC=CC=C1 (R)-N-(15-(3,4-bis(benzyloxy)phenoxy)-14-hydroxy-3,6,9-trioxa-12-azapentadecyl)-4-phenylbutanamide